C1(=CC=CC=C1)CC(=O)N1C(NCC1)=O 3-(phenylacetyl)imidazolidin-2-one